{4-amino-2-[3-chloro-4-(trifluoromethoxy)anilino]-1,3-thiazol-5-yl}[4-(difluoromethoxy)phenyl]methanone NC=1N=C(SC1C(=O)C1=CC=C(C=C1)OC(F)F)NC1=CC(=C(C=C1)OC(F)(F)F)Cl